trimethanyl-borazine CN1B(N(BNB1)C)C